(7R,14R)-1-(difluoromethoxy)-11-{2-[(1S,4S)-2-oxa-5-azabicyclo[2.2.1]hept-5-yl]pyrimidin-5-yl}-6,7-dihydro-7,14-methanobenzimidazo[1,2-b][2,5]benzodiazocin-5(14H)-one FC(OC1=CC=CC=2C(N[C@H]3C=4N([C@@H](C21)C3)C3=C(N4)C=CC(=C3)C=3C=NC(=NC3)N3[C@@H]4CO[C@H](C3)C4)=O)F